methyl 3-(4-(7-chloro-3-methoxydibenzo[b,f][1,4]oxazepin-11-yl) piperazin-1-yl)-2,2-dimethylpropionate ClC=1C=CC2=C(OC3=C(C(=N2)N2CCN(CC2)CC(C(=O)OC)(C)C)C=CC(=C3)OC)C1